6-hydroxy-[1,4]diazepane-1-carboxylic acid tert-butyl ester C(C)(C)(C)OC(=O)N1CCNCC(C1)O